S1C=C(C2=C1C=CC=C2)CCN 2-(benzothien-3-yl)ethylamine